ClC=1C=NC=C(C1[C@@H](C)OC=1C=C2C=NNC2=CC1OC)Cl (R)-5-(1-(3,5-dichloropyridin-4-yl)ethoxy)-6-methoxy-1H-indazole